NC1=NC=CC=C1C1=NC=2C(=NC(=CC2)C=2C(NC=CC2)=O)N1C1=CC=C(CN2CCC(CC2)NC2=NC(=NC=C2)C#N)C=C1 4-((1-(4-(2-(2-Aminopyridin-3-yl)-5-(2-oxo-1,2-dihydropyridin-3-yl)-3H-imidazo[4,5-b]pyridin-3-yl)benzyl)piperidin-4-yl)amino)pyrimidine-2-carbonitrile